benzyl (S)-3-((tert-butoxycarbonyl)amino)-4-((tert-butyldiphenylsilyl)oxy)butanoate C(C)(C)(C)OC(=O)N[C@@H](CC(=O)OCC1=CC=CC=C1)CO[Si](C1=CC=CC=C1)(C1=CC=CC=C1)C(C)(C)C